N-(3-chloro-4-(((3-cyano-6-(1-methyl-1H-pyrazol-4-yl)pyrazolo[1,5-a]pyridin-4-yl)oxy)methyl)pyridin-2-yl)acrylamide ClC=1C(=NC=CC1COC=1C=2N(C=C(C1)C=1C=NN(C1)C)N=CC2C#N)NC(C=C)=O